BrCCCOC=1C(=C2CN(CC2=CC1OC)C(CCC(=O)OCC)=O)F ethyl 4-(5-(3-bromopropyloxy)-4-fluoro-6-methoxyisoindolin-2-yl)-4-oxobutanoate